BrC=1C=CC(=C(C1)C1=NN2C(=NC=3C=CC=CC3C2=N1)NC=1C(N=CC=CC1)=O)OC(F)(F)F (3S)-3-({2-[5-bromo-2-(trifluoromethoxy)phenyl][1,2,4]triazolo[1,5-c]quinazolin-5-yl}amino)azepin-2-one